ClC=1C=CC=C2C=CC=C(C12)N1CC=2N=CN=C(C2CC1)N1CCN(CC1)C1=C(C(=C(C(=C1F)F)SC)F)F 7-(8-chloranyl-1-naphthyl)-4-[4-[2,3,5,6-tetrakis(fluoranyl)-4-methylsulfanyl-phenyl]piperazin-1-yl]-6,8-dihydro-5H-pyrido[3,4-d]pyrimidine